(5-bromo-2-formylphenyl)-piperazine-1-carboxylic acid tert-butyl ester C(C)(C)(C)OC(=O)N1C(CNCC1)C1=C(C=CC(=C1)Br)C=O